ClC1=CC=C(N=N1)NC1C[C@@H]2[C@@H](CN(C2)C(=O)[C@H]2OCCOC2)C1 ((3aR,5s,6aS)-5-((6-Chloropyridazin-3-yl)amino)hexahydrocyclopenta[c]pyrrol-2(1H)-yl)((S)-1,4-dioxan-2-yl)methanone